FNS(=O)=O N-fluorosulfonamide